COC1CCC=2C(=CC=C(C12)C#N)OC1CCC(CC1)N 3-Methoxy-7-(((1r,4r)-4-aminocyclohexyl)oxy)-2,3-dihydro-1H-indene-4-carbonitrile